2-OXOTHIAZOLE O=C1SC=CN1